BrC1=C(C=C(C=C1)Cl)[N+](=O)[O-] 1-bromo-4-chloro-2-nitrobenzene